tert-butyl (S)-2-(((3-(2,6-bis(benzyloxy)pyridin-3-yl)phenyl)amino)methyl)pyrrolidine-1-carboxylate C(C1=CC=CC=C1)OC1=NC(=CC=C1C=1C=C(C=CC1)NC[C@H]1N(CCC1)C(=O)OC(C)(C)C)OCC1=CC=CC=C1